7-amino-1-[(trans)-3-aminocyclohexyl]-3-(2-fluoro-6-methyl-phenyl)-4H-pyrido[4,3-d]pyrimidin-2-one NC1=CC=2N(C(N(CC2C=N1)C1=C(C=CC=C1C)F)=O)[C@@H]1C[C@H](CCC1)N